(2R,3S,5S)-4-[[3-(3-chloro-4-fluoro-2-methoxyphenyl)-5-methyl-5-(trifluoromethyl)tetrahydrofuran-2-carbonyl]amino]pyridine-2-carboxamide ClC=1C(=C(C=CC1F)[C@H]1[C@@H](O[C@@](C1)(C(F)(F)F)C)C(=O)NC1=CC(=NC=C1)C(=O)N)OC